N-[(2-aminoquinolin-7-yl)methyl]-6-(difluoromethyl)-N-(2-methanesulfonylpyridin-3-yl)pyridine-3-carboxamide NC1=NC2=CC(=CC=C2C=C1)CN(C(=O)C=1C=NC(=CC1)C(F)F)C=1C(=NC=CC1)S(=O)(=O)C